[Br-].BrC1=CC=C(C=C1)C(C[N+]1=CC=C(C=C1)C)=O 1-(2-(4-Bromophenyl)-2-oxoethyl)-4-methylpyridin-1-ium bromide